L-1-N-methylpyrrolidone CN1C(CCC1)=O